2,3,4,4-tetramethyl-1-cyclopentenecarbaldehyde CC1=C(CC(C1C)(C)C)C=O